3-(2,6-dimethylphenyl)-1-methyl-N6-(6-(piperazin-1-yl)pyridazin-3-yl)-1H-pyrazolo[3,4-d]pyrimidine-3,6-diamine CC1=C(C(=CC=C1)C)C1(NN(C2=NC(=NC=C21)NC=2N=NC(=CC2)N2CCNCC2)C)N